C(C)(C)NC(O[C@H]1C[C@H](CC1)C=1NN=C(C1)NC(COC1=C(C(=CC(=C1)OC)OCC1=CC=CC=C1)C=O)=O)=O (1R,3S)-3-(5-{2-[3-(benzyloxy)-2-formyl-5-methoxyphenoxy]acetamido}-2H-pyrazol-3-yl)cyclopentyl N-isopropylcarbamate